O[C@H](CC(=O)NC)C1=CC=CC=C1 (R)-3-hydroxy-N-methyl-3-phenyl-propionamide